manganese-aluminum zirconium [Zr].[Al].[Mn]